N-(4-((3R,4S)-3-fluoro-4-(methoxy-d3)piperidin-1-yl)-1,3,5-triazin-2-yl)-5-isopropyl-8-(3-((methanesulfonyl)methyl)azetidin-1-yl)isoquinolin-3-amine F[C@@H]1CN(CC[C@@H]1OC([2H])([2H])[2H])C1=NC(=NC=N1)NC=1N=CC2=C(C=CC(=C2C1)C(C)C)N1CC(C1)CS(=O)(=O)C